[NH4+].[O-]P([O-])(=O)OP(=O)([O-])[O-].[NH4+].[NH4+].[NH4+] pyrophosphate ammonium salt